COC=1C=C(C=CC1OC)C=1NC2=CC=C(C=C2C1C(C)C)C(=O)N1CC2CN(CC2C1)C1CCN(CC1)C (2-(3,4-dimethoxyphenyl)-3-isopropyl-1H-indol-5-yl)(5-(1-methylpiperidin-4-yl)hexahydropyrrolo[3,4-c]pyrrol-2(1H)-yl)methanone